C(C)OC(C1=CC2=C(OCO2)C=C1)OCC 5-(diethoxymethyl)-1,3-benzodioxole